4-(3-bromophenyl)-2-(difluoromethyl)triazole BrC=1C=C(C=CC1)C1=NN(N=C1)C(F)F